BrC1=C(C(=C(C=C1)C)OC1=C(C=CC=C1)C(F)F)[N+](=O)[O-] 1-bromo-3-(2-(difluoromethyl)phenoxy)-4-methyl-2-nitrobenzene